(2S)-10-((5-Chloro-2-(2,5-dimethylpiperidin-1-yl)pyrimidin-4-yl)amino)-2-cyclopropyl-3,3-difluoro-7-methyl-1,2,3,4-tetrahydro-[1,4]oxazepino[2,3-c]chinolin-6(7H)-on ClC=1C(=NC(=NC1)N1C(CCC(C1)C)C)NC1=CC=2C3=C(C(N(C2C=C1)C)=O)OCC([C@@H](N3)C3CC3)(F)F